i-butyl ethylene Methyl (S)-2-(4,6-dichloro-1H-indole-2-carboxamido)-3-(naphthalen-2-yl)propanoate ClC1=C2C=C(NC2=CC(=C1)Cl)C(=O)N[C@H](C(=O)OC)CC1=CC2=CC=CC=C2C=C1.C(C(C)C)C=C